C1(CC1)OC1=NC=CC=C1C=1C=NN2C1N=C(C=C2)N2C[C@H](CC2)NC(OC(C)(C)C)=O tert-butyl (S)-(1-(3-(2-cyclopropoxypyridin-3-yl)pyrazolo[1,5-a]pyrimidin-5-yl)pyrrolidin-3-yl)carbamate